C(C)(C)(C)OC(=O)NC1=CC=C2C=CN(C2=C1)CC(C(=O)OC(C)(C)C)=C tert-butyl 2-[[6-(tert-butoxycarbonylamino)indol-1-yl]methyl]prop-2-enoate